C(C=1C(C(=O)OCC(C)C)=CC=CC1)(=O)OCC(C)C 1,2-bis(2-methylpropyl) phthalate